FC(C=1C=CC=2N(C1)C(=CN2)C2=NC=CC(=N2)N2C[C@H](CCC2)C(=O)N)(F)F (S)-1-[2-(6-trifluoromethyl-imidazo[1,2-a]pyridin-3-yl)-pyrimidin-4-yl]-piperidine-3-carboxylic acid amide